FC(C1=CC=C(C=C1)C=1CCN(C1)C(=O)O)(F)F.FC(C(C(F)(F)F)OCF)(F)F 1,1,1,3,3,3-hexafluoro-2-(fluoromethoxy)propane 4-(4-(trifluoromethyl)phenyl)-2,3-dihydro-1H-pyrrole-1-carboxylate